O([Mo])[Mo] oxodimolybdenum